3-(2-aminoethyl)propyl-methyl-dimethoxysilane sodium 3,5-dichlorohydroxybenzenesulfonate ClC=1C(=C(C=C(C1)Cl)S(=O)(=O)[O-])O.[Na+].NCCCCC[Si](OC)(OC)C